N=1C=CN2N=C(C=CC21)C=2C=CN1N=C(N=CC12)NC1CC2(CN(C2)CC(C)C)C1 5-(imidazo[1,2-b]pyridazin-6-yl)-N-(2-isobutyl-2-azaspiro[3.3]heptan-6-yl)pyrrolo[2,1-f][1,2,4]triazin-2-amine